C(C1=CC=CC=C1)N1C(=C(C(C12C(=NN(C2=O)C2=CC=CC=C2)C)C2=CC=C(C=C2)Br)C(=O)OCC)C(=O)OCC diethyl 1-benzyl-4-(4-bromophenyl)-6-methyl-9-oxo-8-phenyl-1,7,8-triazaspiro[4.4]non-2,6-diene-2,3-dicarboxylate